N-(4'-chloro-2'-(phenylselanyl)-[1,1'-biphenyl]-2-yl)picolinamide ClC1=CC(=C(C=C1)C1=C(C=CC=C1)NC(C1=NC=CC=C1)=O)[Se]C1=CC=CC=C1